trans-4-((1,3-dioxolan-2-yl)methyl)cyclohexane O1C(OCC1)CC1CCCCC1